(+/-)-((trans)-3-Amino-5-methoxypiperidin-1-yl)(2-(1-ethyl-1H-indol-2-yl)-1-methyl-1H-benzo[d]imidazol-5-yl)methanone, hydrochloride salt Cl.N[C@@H]1CN(C[C@H](C1)OC)C(=O)C1=CC2=C(N(C(=N2)C=2N(C3=CC=CC=C3C2)CC)C)C=C1 |r|